NC=1C2=C(SC1S(=O)CCOC)C(=C(C=C2C(C)C)C2=CC(N(C=N2)C)=O)F 6-(3-amino-7-fluoro-4-isopropyl-2-((2-methoxyethyl)sulfinyl)benzo[B]thiophen-6-yl)-3-methylpyrimidin-4(3H)-one